FC(F)P(OCC)(OCC)=O Diethyl (difluoromethyl)phosphonate